N[C@@H](CNC([O-])=O)CC1=CC=CC=C1 (R)-2-AMINO-3-PHENYLPROPYLCARBAMAT